N[C@H]1CS(C2=C(N(C1=O)CC1=CC=C(C=C1)Cl)C=C(C(=C2)F)C=2OC(=NN2)C(CN2CCC(CC2)(F)F)(C)C)(=O)=O (3R)-3-amino-5-[(4-chlorophenyl)methyl]-7-[5-[2-(4,4-difluoro-1-piperidyl)-1,1-dimethyl-ethyl]-1,3,4-oxadiazol-2-yl]-8-fluoro-1,1-dioxo-2,3-dihydro-1λ6,5-benzothiazepin-4-one